4-(3-methoxy-2',3',4',5'-tetrahydro-[1,1'-biphenyl]-4-yl)-1H-indazol-3-amine COC=1C=C(C=CC1C1=C2C(=NNC2=CC=C1)N)C=1CCCCC1